C1(=CC=C(C=C1)N(C1=CC=C(C=C1)B(O)O)C1=CC=2C(C3=CC=CC=C3C2C=C1)(C)C)C1=CC=CC=C1 [4-[[1,1'-biphenyl]-4-yl-(9,9-dimethyl-9H-fluoren-2-yl)amino]phenyl]-boronic acid